N1N=CC2=CC(=CC=C12)NC1=NC(=NC=C1)C1=CC=C2C=C(NC2=C1)C(=O)NC1CN(CCC1)C1CCOCC1 6-(4-((1H-indazol-5-yl)amino)-pyrimidin-2-yl)-N-(1-(tetrahydro-2H-pyran-4-yl)piperidin-3-yl)-1H-indole-2-carboxamide